tricyclo[6.2.1.02,7]undeca-4-en C12C3CC=CCC3C(CC1)C2